tert-butyl 4-(4-(3-amino-6-(2-hydroxyphenyl)pyridazin-4-yl)phenyl)piperidine-1-carboxylate NC=1N=NC(=CC1C1=CC=C(C=C1)C1CCN(CC1)C(=O)OC(C)(C)C)C1=C(C=CC=C1)O